methyl 3-(5-(benzo[b]thiophen-3-yl) thiophen-2-yl)-3-oxopropanoate S1C2=C(C(=C1)C1=CC=C(S1)C(CC(=O)OC)=O)C=CC=C2